Br[C@H](C(=O)[O-])[C@@H](C(=O)[O-])CC (2S,3R)-2-bromo-3-ethylsuccinate